FC1(CCC(CC1)C1=C(C(=O)NC2CCC(CC2)OC)C(=CC=N1)C1=C(C=CC(=C1)F)F)F 2-(4,4-difluorocyclohexyl)-4-(2,5-difluorophenyl)-N-((1r,4r)-4-methoxycyclohexyl)nicotinamide